tert-butoxycarbonyl-lysine benzyl ester C(C1=CC=CC=C1)OC([C@@H](NC(=O)OC(C)(C)C)CCCCN)=O